C1(=CC=CC=C1)CN(CC1(OC2=C(CC1)C=C(C=C2)F)CO)CC2(OC1=C(CC2)C=C(C=C1)F)CO alpha'-[[(phenylmethyl)imino]dimethylene]bis[6-fluoro-3,4-dihydro-2H-1-benzopyran-2-methanol]